C(C(=C)C)(=O)OCCNC(=O)NCC1=CC(=CC=C1)CNC(=N)N 2-(3-(3-(guanidinomethyl)benzyl)ureido)ethyl methacrylate